Methyl (6-(2-fluoro-5-((4-oxo-3,4-dihydrophthalazin-1-yl)methyl)phenyl)-3H-imidazo[4,5-c]pyridin-2-yl)carbamate FC1=C(C=C(C=C1)CC1=NNC(C2=CC=CC=C12)=O)C1=CC2=C(C=N1)NC(=N2)NC(OC)=O